N-(2-Methoxy-4,5-dinitro-phenyl)-acetamide COC1=C(C=C(C(=C1)[N+](=O)[O-])[N+](=O)[O-])NC(C)=O